4,5,6,7-tetrahydro-2-benzothiophen-4-ol C=1SC=C2C1CCCC2O